(2,2-difluoro-1-methylcyclopropyl)methanol FC1(C(C1)(C)CO)F